ClC1=C(C(=CC=C1)Cl)C1=CC=2N(N=C1OC1CC(C1)(F)F)C=NC(C2)=O (2,6-dichlorophenyl)-2-(3,3-difluorocyclobutoxy)-6H-pyrimido[1,6-b]pyridazin-6-one